methyl (S)-3-(9-((4-(aminomethyl)-2,6-dimethylphenyl)carbamoyl)-4,5-dihydrobenzo[b]thieno[2,3-d]oxepin-8-yl)-6-(2-(trifluoromethyl)piperidine-1-carbonyl)picolinate NCC1=CC(=C(C(=C1)C)NC(=O)C1=CC2=C(OCCC3=C2SC=C3)C=C1C=1C(=NC(=CC1)C(=O)N1[C@@H](CCCC1)C(F)(F)F)C(=O)OC)C